C(C)(C)(C)OC(C[C@@H](C(=O)N[C@@H](CCC(=O)OC(C)(C)C)C(=O)NCCC(C)C)NC([C@H](CC1=CC2=CC=CC=C2C=C1)NC(=O)C=1NC2=CC=C(C=C2C1)Cl)=O)=O tert-Butyl (S)-4-((S)-4-(tert-butoxy)-2-((S)-2-(5-chloro-1H-indole-2-carboxamido)-3-(naphthalen-2-yl)propanamido)-4-oxobutanamido)-5-(isopentylamino)-5-oxopentanoate